tert-butyl (3S)-3-(p-tolylsulfonyloxymethyl)pyrrolidine-1-carboxylate C1(=CC=C(C=C1)S(=O)(=O)OC[C@@H]1CN(CC1)C(=O)OC(C)(C)C)C